N=COS(=O)(=O)C1=CC=C(C)C=C1.C1(CCCCC1)N=C=NCCN1CCOCC1 N-cyclohexyl-N'-(2-morpholino-ethyl)carbodiimide Iminomethyl-p-toluenesulfonate